5-(5-chloro-2,4-difluorophenyl)-N-(4-cyano-2,5-difluorophenyl)-1H-pyrrole-3-sulfonamide ClC=1C(=CC(=C(C1)C1=CC(=CN1)S(=O)(=O)NC1=C(C=C(C(=C1)F)C#N)F)F)F